3-benzothiazol-2-yl-(2-{[2-(3-pyridinyl)ethyl]amino}-4-pyrimidinyl)acetonitrile S1C(=NC2=C1C=CC=C2)N2C(N=CC=C2CC#N)NCCC=2C=NC=CC2